Ethyl 2-(((R)-5-((2S,4R)-2-((4-ethynylbenzyl)carbamoyl)-4-hydroxypyrrolidin-1-yl)-3,3-dimethyl-5-oxo-4-((phenoxycarbonyl)amino)pentyl)oxy)acetate C(#C)C1=CC=C(CNC(=O)[C@H]2N(C[C@@H](C2)O)C([C@@H](C(CCOCC(=O)OCC)(C)C)NC(=O)OC2=CC=CC=C2)=O)C=C1